4-ethoxy-5-(4-fluorophenyl)-N-[3-fluoro-4-[(7-prop-1-en-2-yl-1,5-naphthyridin-4-yl)oxy]phenyl]-6-methylpyridazine-3-carboxamide C(C)OC1=C(N=NC(=C1C1=CC=C(C=C1)F)C)C(=O)NC1=CC(=C(C=C1)OC1=CC=NC2=CC(=CN=C12)C(=C)C)F